5-amino-1-(2-((2-(((R)-1-(3-chloro-2-fluorophenyl)-3-hydroxypropyl)amino)-2-oxoethyl)((R)-1-hydroxypropan-2-yl)amino)-2-oxoethyl)-1H-indazole-3-carboxamide NC=1C=C2C(=NN(C2=CC1)CC(=O)N([C@@H](CO)C)CC(=O)N[C@H](CCO)C1=C(C(=CC=C1)Cl)F)C(=O)N